FC(C(C(C(C(F)(F)F)(F)F)(F)F)O)(F)F 1,1,1,3,3,4,4,5,5,5-decafluoro-2-pentanol